2-hydroxy-2-methyl-3-(methylamino)propanamide OC(C(=O)N)(CNC)C